benzyl (S)-2-(6-cyano-7H-purin-8-yl)pyrrolidine-1-carboxylate C(#N)C1=C2NC(=NC2=NC=N1)[C@H]1N(CCC1)C(=O)OCC1=CC=CC=C1